C(CCCCCCCCCCC)C(C(=O)O)(CCCCCCCCCC)CCCCCCCCCCCC.C(CCCCCCCC(=O)OCCCCCCCCCCCC)(=O)OCCCCCCCCCCCC dilauryl azelate (dilauryl laurate)